FC1=C(C=C(C=C1)CCN)OC 2-(4-fluoro-3-methoxyphenyl)ethan-1-amine